2-(2,2-difluorobenzo[d][1,3]dioxol-5-yl)acetic acid FC1(OC2=C(O1)C=CC(=C2)CC(=O)O)F